(5-(6-fluoroquinazolin-2-yl)hexahydropyrrolo[3,4-c]pyrrol-2(1H)-yl)methanone FC=1C=C2C=NC(=NC2=CC1)N1CC2C(C1)CN(C2)C=O